FC=1C=C(C=C(C1)OC(F)(F)F)NC(=O)C1=CSC=2CN(CCC21)C(=O)C2=CN=C1N2C=CC=C1 N-(3-Fluoro-5-(trifluoromethoxy)phenyl)-6-(imidazo[1,2-a]pyridin-3-carbonyl)-4,5,6,7-tetrahydrothieno[2,3-c]pyridin-3-carboxamid